O1CC(C1)CN1CCC(CC1)CC1=CC=2N(C=C1)N=CC2N2C(NC(CC2)=O)=O 1-(5-((1-(oxetan-3-ylmethyl)piperidin-4-yl)methyl)pyrazolo[1,5-a]pyridin-3-yl)dihydropyrimidine-2,4(1H,3H)-dione